COC1=C(C(=CC=C1)C)C1=CC=2N(C=C1)N=C(C2)NC(=O)C2CC2 N-[5-(2-methoxy-6-methyl-phenyl)pyrazolo[1,5-a]pyridin-2-yl]cyclopropanecarboxamide